F[C@H]1[C@@H](C1)C1=NN(C(=C1)N)CC1=CC=C(C=C1)OC 3-(trans-2-fluorocyclopropyl)-1-(4-methoxybenzyl)-1H-pyrazol-5-amine